FC(C1=CC(=NN1C)C(=O)O\N=C(/N)\C1(CC1)C1=CC=C(C=C1)C)F (Z)-N'-((5-(difluoromethyl)-1-methyl-1H-pyrazole-3-carbonyl)oxy)-1-(p-tolyl)cyclopropane-1-carboximidamide